2-((6-fluoro-2-methylpyridin-3-yl)oxy)-4-methyl-5-vinylnicotinamide FC1=CC=C(C(=N1)C)OC1=C(C(=O)N)C(=C(C=N1)C=C)C